N-(benzyl-1H-pyrazolo[3,4-b]pyridin-5-yl)-2,5-difluorobenzenesulfonamide C(C1=CC=CC=C1)N1N=CC=2C1=NC=C(C2)NS(=O)(=O)C2=C(C=CC(=C2)F)F